[3-(4-AMINOCINNOLIN-7-YL)-4-[(5-OXOPYRROLIDIN-3-YL)METHOXY]PHENYL]BORONIC ACID NC1=CN=NC2=CC(=CC=C12)C=1C=C(C=CC1OCC1CNC(C1)=O)B(O)O